Cyclopropyl(2,6-dichloropyridin-4-yl)methanol C1(CC1)C(O)C1=CC(=NC(=C1)Cl)Cl